(3-methyl-5-(2-(trifluoromethyl)pyridin-4-yl)-phenyl)-carbamic acid tert-butyl ester C(C)(C)(C)OC(NC1=CC(=CC(=C1)C1=CC(=NC=C1)C(F)(F)F)C)=O